C(C=C)OC=1C(=C(C(=O)O)C=CC1)N 3-(allyloxy)-2-aminobenzoic acid